CS(=O)(=O)OC[C@@H]1CN(CCO1)CC#C (S)-(4-(prop-2-yn-1-yl)morpholin-2-yl)methyl methanesulfonate